(S)-3-chloro-N-(3-(5-chlorobenzo[d]oxazol-2-yl)-1-((1-cyanocyclopropyl)amino)-1-oxopropan-2-yl)phenylpropionamide ClC=1C=C(C=CC1)[C@@H](C(=O)NC(C(=O)NC1(CC1)C#N)CC=1OC2=C(N1)C=C(C=C2)Cl)C